C[C@@H](CCC)OC(CC)=O propanoic acid (2S)-(S)-pentan-2-yl ester